5-methyl-N-(6-(piperazin-1-yl)quinolin-8-yl)pyrazine-2-carboxamide CC=1N=CC(=NC1)C(=O)NC=1C=C(C=C2C=CC=NC12)N1CCNCC1